C(C1=CC=CC=C1)OC1=NC(=CC=C1C1=C(C=C(C=C1)N1CCC(CC1)C(=O)OC(C)(C)C)F)OCC1=CC=CC=C1 tert-butyl 1-{4-[2,6-bis(benzyloxy)pyridin-3-yl]-3-fluorophenyl}piperidine-4-carboxylate